C1(=CC=CC=C1)N1C(=NN=C1C1=CC=CC=C1)C1=CC=C(C=C1)C1=CC=C2C=3C=CC(=CC3C(C2=C1)(CCC)CCC)C1=CC=2N(C3=CC=CC=C3C2C=C1)C1=CC=CC=C1 2-(7-(4-(4,5-diphenyl-4H-1,2,4-triazole-3-yl)phenyl)-9,9-dipropyl-9H-fluorene-2-yl)-9-phenyl-9H-carbazole